6-bromo-2-(3,6-dihydro-2H-pyran-4-yl)-8-[(E)-2-ethoxyethenyl]-7-ethyl-[1,2,4]triazolo[1,5-a]pyridine BrC=1C(=C(C=2N(C1)N=C(N2)C=2CCOCC2)\C=C\OCC)CC